(S)-4-(7-(bicyclo[2.2.2]oct-1-yl)-5-(pyrrolidin-1-yl)-7H-pyrrolo[2,3-d]pyrimidin-4-yl)-3-methylpiperazine-1-carboxylic acid tert-butyl ester C(C)(C)(C)OC(=O)N1C[C@@H](N(CC1)C=1C2=C(N=CN1)N(C=C2N2CCCC2)C21CCC(CC2)CC1)C